OC/C=C(/C(=O)NCCCCNC(\C=C\C1=CC=C(C=C1)OC)=O)\C (E)-4-hydroxy-N-(4-((E)-3-(4-methoxyphenyl)acrylamido)butyl)-2-methylbut-2-enamide